2-methyltetrahydrothiophen-3-amine hydrochloride Cl.CC1SCCC1N